(R)-Tetrahydrofuran-3-yl (4-((7-cyano-1-methyl-2-((1-methyl-2-oxo-5-(trifluoromethyl)-1,2-dihydropyridin-3-yl)amino)-1H-imidazo[4,5-b]pyridin-6-yl)oxy)pyridin-2-yl)carbamate C(#N)C1=C2C(=NC=C1OC1=CC(=NC=C1)NC(O[C@H]1COCC1)=O)N=C(N2C)NC=2C(N(C=C(C2)C(F)(F)F)C)=O